C(C1=CC=CC=C1)OC1[C@H](NC(CCC)=O)[C@@H](OCC2=CC=CC=C2)[C@H](OCC2=CC=CC=C2)[C@H](O1)COC(C1=CC=C(C=C1)[N+](=O)[O-])=O 1,3,4-tri-O-benzyl-2-N-butyryl-6-O-(4-nitrobenzoyl)-D-glucosamine